C1(=CC=CC=C1)C1=CC=2C=CC=C(C2CC1)OC(C=C)=O 6-phenyl-7,8-dihydro-naphthalen-1-ylprop-2-enoate